ClC1=C(C=C(C=C1)C1=CN(C2=NC(=CC=C21)C(=O)N2C(C(NCC2)=O)(C)C)CCN2C(CCC2)=O)F 4-(3-(4-chloro-3-fluorophenyl)-1-(2-(2-oxopyrrolidin-1-yl)ethyl)-1H-pyrrolo[2,3-b]pyridine-6-carbonyl)-3,3-dimethyl-piperazin-2-one